3-[6-({4-[2-Amino-6-(2,5-difluorophenyl)-4-pyrimidinyl]-1H-1,2,3-triazol-1-yl}methyl)-2-pyridyl]-3-methylbutyric acid NC1=NC(=CC(=N1)C=1N=NN(C1)CC1=CC=CC(=N1)C(CC(=O)O)(C)C)C1=C(C=CC(=C1)F)F